3,5-difluoro-4-[5-methoxy-3-(trifluoromethyl)pyrazol-1-yl]benzonitrile FC=1C=C(C#N)C=C(C1N1N=C(C=C1OC)C(F)(F)F)F